3-(4-hydroxyphenyl)amino-1-propanesulfonic acid OC1=CC=C(C=C1)NCCCS(=O)(=O)O